CNS(=O)(=O)NC(C)=O N-methylsulfamoyl-acetamide